COC=1C=C(C=CC1)NC(=O)C1=CC2=C(N=C(N2)C2=CC=C(C=C2)[N+](=O)[O-])C=C1 2-(4-nitro-phenyl)-3H-benzoimidazole-5-carboxylic acid (3-methoxy-phenyl)-amide